alpha-hydroxybutyrate OC(C(=O)[O-])CC